(S)-4-((S)-N-(bis(benzyloxy)phosphoryl)-4,4,4-trifluorobutylsulfonimidoyl)-2-((tert-butoxycarbonyl)amino)butanoic acid C(C1=CC=CC=C1)OP(=O)(OCC1=CC=CC=C1)N=[S@](=O)(CCCC(F)(F)F)CC[C@@H](C(=O)O)NC(=O)OC(C)(C)C